7-((2-methyl-4-(4-(trifluoromethyl)piperidin-1-yl)phenyl)amino)-3,4-dihydro-1H-benzo[e][1,4]diazepine-2,5-dione CC1=C(C=CC(=C1)N1CCC(CC1)C(F)(F)F)NC1=CC2=C(NC(CNC2=O)=O)C=C1